C1=CC=CC=2C3=CC=CC=C3C(C12)COC(=O)N1C2N(C(CC1)=O)C(C(N(C2)CC(CC)C)=O)CO.C2(=CC=CC=C2)C=2C=CC1=CC=C3C=CC(=NC3=C1N2)C2=CC(=CC=C2)C2=NC1=C3N=C(C=CC3=CC=C1C=C2)C2=CC=CC=C2 1,3-bis(9-phenyl-1,10-phenanthroline-2-yl)benzene (9H-fluoren-9-yl)methyl-6-(hydroxymethyl)-8-(2-methylbutyl)-4,7-dioxohexahydro-2H-pyrazino[1,2-a]pyrimidine-1(6H)-carboxylate